3-chloro-5-(6-chloro-2-methylsulfanyl-pyrimidin-4-yl)-N,N-dimethyl-4,6,7,8-tetrahydropyrazolo[1,5-a][1,4]diazepine-2-carboxamide ClC=1C(=NN2C1CN(CCC2)C2=NC(=NC(=C2)Cl)SC)C(=O)N(C)C